tert-butyl (E)-(5-(4-(6-hydroxybenzo[d]thiazol-2-yl)but-3-en-1-yn-1-yl)pyrimidin-2-yl)(methyl)carbamate OC1=CC2=C(N=C(S2)/C=C/C#CC=2C=NC(=NC2)N(C(OC(C)(C)C)=O)C)C=C1